N-(1-octyl-oxy-2,2,6,6-tetramethylpiperidin-4-yl)-N'-dodecyloxalamide C(CCCCCCC)ON1C(CC(CC1(C)C)NC(C(=O)NCCCCCCCCCCCC)=O)(C)C